BrC1=C2C(=CN=CC2=CC=C1)C(NC(=O)[C@@H]1[C@H]2C([C@H]2CN1C([C@H]([C@@H](C)OC(C)(C)C)NC(C(F)(F)F)=O)=O)(C)C)C#N (1R,2S,5S)-N-[(5-bromo-4-isoquinolyl)-cyano-methyl]-3-[(2S,3R)-3-tert-butoxy-2-[(2,2,2-trifluoroacetyl)amino]butanoyl]-6,6-dimethyl-3-azabicyclo[3.1.0]hexane-2-carboxamide